4-oxacycloheptane C1CCOCCC1